C(C=C)C=1C=C(C=CC1OC1=CC=C(C=C1)[N+](=O)[O-])C1=CC(=C(C=C1)OC1=CC=C(C=C1)[N+](=O)[O-])CC=C 3,3'-diallyl-4,4'-bis(4-nitrophenoxy)biphenyl